C1N(CC12CNC2)C2=CC=C(C=C2)C=2C=C1C(=NC2)NC=C1C(=O)C=1C(=C(C=CC1F)NS(=O)(=O)N1CCCC1)F N-(3-(5-(4-(2,6-diazaspiro[3.3]heptan-2-yl)phenyl)-1H-pyrrolo[2,3-b]pyridine-3-carbonyl)-2,4-difluorophenyl)pyrrolidine-1-sulfonamide